CC1=NC=CC=C1NC(=O)C1=NC=NC(=C1)C1=CC(=C(C=C1)Cl)Cl 6-(3,4-dichloro-phenyl)-pyrimidine-4-carboxylic acid (2-methyl-pyridin-3-yl)-amide